diphenyl-(2,4,6-trimethylbenzoyl)oxyphosphoric acid C1(=CC=CC=C1)OP(OOC(C1=C(C=C(C=C1C)C)C)=O)(OC1=CC=CC=C1)=O